ClC1=C(C=C2C(=C(NC2=C1)C(=O)N1CCC(CC1)C=1C(=C2CN(C(C2=CC1)=O)C1C(NC(CC1)=O)=O)F)C)F 3-(5-(1-(6-chloro-5-fluoro-3-methyl-1H-indole-2-carbonyl)piperidin-4-yl)-4-fluoro-1-oxoisoindolin-2-yl)piperidine-2,6-dione